1,2-bis-arachidonoyl-sn-glycerol C(CCC\C=C/C\C=C/C\C=C/C\C=C/CCCCC)(=O)OC[C@@H](OC(CCC\C=C/C\C=C/C\C=C/C\C=C/CCCCC)=O)CO